2-chloro-5-[1,2,3,6-tetrahydro-3-methyl-2,6-dioxo-4-(trifluoromethyl)pyrimidin-1-yl]benzoic acid-1-(propenyloxycarbonyl)-1-methylethyl ester C(=CC)OC(=O)C(C)(C)OC(C1=C(C=CC(=C1)N1C(N(C(=CC1=O)C(F)(F)F)C)=O)Cl)=O